[N+](=O)([O-])C1=CC=C(C(=O)O[C@@H]2CCOC3=CC(=CC(=C23)F)F)C=C1 ((R)-5,7-difluoro chroman-4-yl) 4-nitrobenzoate